methyl (3R,6S)-1-(2-amino-6-(3-methylimidazo[1,5-a]pyridin-6-yl)pyrimidin-4-yl)-6-methylpiperidine-3-carboxylate NC1=NC(=CC(=N1)N1C[C@@H](CC[C@@H]1C)C(=O)OC)C=1C=CC=2N(C1)C(=NC2)C